C[Si](C1=CC=C(C=C1)[Si](C)(C)C1=CC=C(C=C1)[Si](C)(C)O)(O)C bis(4-(dimethylhydroxysilyl)phenyl)dimethylsilane